1-(2-(3,8-diazabicyclo[3.2.1]octan-8-yl)-6,7-dihydrothiazolo[5,4-c]pyridin-5(4H)-yl)-2-(bicyclo[1.1.1]pentan-1-yl)ethan-1-one C12CNCC(CC1)N2C=2SC=1CN(CCC1N2)C(CC21CC(C2)C1)=O